FC1=C2NC(C=3N(C2=C(C(=C1)C1=C2C=CNC2=CC(=C1)C#N)C)C(=NN3)C)(C)C 4-(6-fluoro-1,4,4,9-tetramethyl-5H-[1,2,4]triazolo[4,3-a]quinoxalin-8-yl)-1H-indole-6-carbonitrile